(R)-4-methyl-6-(3-methyl-4-((2-(4-methyl-1-oxo-1,3-dihydroisobenzofuran-5-yl)morpholino)methyl)-1H-pyrazol-1-yl)nicotinonitrile CC1=CC(=NC=C1C#N)N1N=C(C(=C1)CN1C[C@H](OCC1)C=1C(=C2COC(C2=CC1)=O)C)C